[Cl-].[Cl-].CC=1C(=C(C(=C2C(=C(C(C12)[Zr+2][Si](C)(C)C1C=CC=C1)C)C)C1=CC=C(C=C1)C(C)(C)C)C)C tetramethyl-cyclopentadienyl-dimethylsilyl-2-methyl-4-(4'-tert-butylphenyl)indenyl-zirconium dichloride